NC=1C=C(C(=C(OC2CN(CC2)C(=O)OC(C)(C)C)C1)C)Cl tert-butyl 3-(5-amino-3-chloro-2-methylphenoxy)pyrrolidine-1-carboxylate